C(C)(C)(C)OC(N[C@H](C(=O)NC1=CC(=C(C=C1)C1=C(C=NC=C1C)C)F)C(C1=CC=CC=C1)C1=CC=CC=C1)=O (S)-(1-((4-(3,5-dimethylpyridin-4-yl)-3-fluorophenyl)amino)-1-oxo-3,3-diphenylpropan-2-yl)carbamic acid tert-butyl ester